iridium (III) hexafluoro-phosphate F[P-](F)(F)(F)(F)F.[Ir+3].F[P-](F)(F)(F)(F)F.F[P-](F)(F)(F)(F)F